[F-].[In+3].[Li+].[F-].[F-].[F-] lithium indium fluoride